C/C(=C/CO)/CC\C=C(/CCC=C(C)C)\C (2Z,6Z)-3,7,11-trimethyl-2,6,10-dodecatrien-1-ol